(4-((5-fluoro-2-(methoxy-d3)benzamido)methyl)phenyl)boronic acid FC=1C=CC(=C(C(=O)NCC2=CC=C(C=C2)B(O)O)C1)OC([2H])([2H])[2H]